C(C)C1=NNC2=CC=C(C=C12)N(C1CCOCC1)C 3-Ethyl-N-methyl-N-(tetrahydro-2H-pyran-4-yl)-1H-indazol-5-amine